N=1N=CN2N=CC=C(C21)N [1,2,4]triazolo[4,3-b]pyridazin-8-amine